N,N-dimethyl-5-(2-methylpyridin-4-yl)-1H-imidazol-2-amine CN(C=1NC(=CN1)C1=CC(=NC=C1)C)C